C(C=C)(=O)N1CCN(CCC1)S(=O)(=O)N1CCC(=CC1)CN1CCC2(CN(C2)C2=NC=NC=C2OC2=C(C(=O)N(C(C)C)C(C)C)C=C(C=C2)F)CC1 2-((4-(7-((1-((4-acryloyl-1,4-diazepan-1-yl)sulfonyl)-1,2,3,6-Tetrahydropyridin-4-yl)methyl)-2,7-diazaspiro[3.5]nonan-2-yl)pyrimidin-5-yl)oxy)-5-fluoro-N,N-diisoPropyl-benzamide